2-(TRIFLUOROMETHOXY)NAPHTHALENE-5-BORONIC ACID FC(OC1=CC=2C=CC=C(C2C=C1)B(O)O)(F)F